OCCOCCOCCOCCN1CC(C(C1)C(=O)N[C@@H]1[C@H](C1)C1=CC=CC=C1)C(=O)N (2-(2-(2-(2-hydroxyethoxy)ethoxy)ethoxy)-ethyl)-N4-((1s,2R)-2-phenyl-cyclopropyl)-pyrrolidine-3,4-dicarboxamide